N[C@H]1C[C@H](C[C@@H]1O)NC(OCC1=CC=CC=C1)=O Benzyl [(1R,3S,4S)-3-amino-4-hydroxycyclopentyl]carbamate